[Si](C)(C)(C(C)(C)C)C#CC1=CC(=C(C(=N1)C)C1=C(C2=C(N=CN=C2C)N1C)C1=CCC(CC1)C(=O)OCC)C ethyl 4-(6-{6-[2-(tert-butyldimethylsilyl)ethynyl]-2,4-dimethylpyridin-3-yl}-4,7-dimethyl-7H-pyrrolo[2,3-d]pyrimidin-5-yl)cyclohex-3-ene-1-carboxylate